(S)-2-amino-5-(3-hydroxyphenyl)-N-methylpentanamide N[C@H](C(=O)NC)CCCC1=CC(=CC=C1)O